5-Methoxy-N-methyl-tryptamine COC1=CC=C2NC=C(CCNC)C2=C1